(R)-hydroxy-L-proline ON1[C@H](CCC1)C(=O)O